C(C)(=O)C=1C(OC2=C(C=C(C=C2C1)Br)Br)=O 3-acetyl-6,8-dibromocoumarin